N1(CCCC1)CCOC=1N=C2N(C=CC=C2)C1 (2-pyrrolidin-1-yl-ethoxy)-imidazo[1,2-a]pyridine